OC(CP(O)(O)=O)=C(C)CCC=C(C)CCC=C(C)C α-hydroxyfarnesyl-phosphonic acid